(6R*)-7-(4-bromo-3-chloro-benzoyl)-6-methyl-2-[4-[(2R)-2-methyl-morpholin-4-yl]phenyl]-3-oxo-N-[(2-pyrimidin-4-ylphenyl)methyl]-6,8-dihydro-5H-imidazo[1,5-a]pyrazine-1-carboxamide BrC1=C(C=C(C(=O)N2CC=3N(C[C@H]2C)C(N(C3C(=O)NCC3=C(C=CC=C3)C3=NC=NC=C3)C3=CC=C(C=C3)N3C[C@H](OCC3)C)=O)C=C1)Cl |o1:12|